O1C(CCCC1)[C@H]1N(S(OC1)=O)C(=O)OC(C)(C)C Tert-butyl (4s)-4-(tetrahydro-2H-pyran-2-yl)-1,2,3-oxathiazolidine-3-carboxylate 2-oxide